oxaborolane O1BCCC1